NC=1C2=C(N=C(N1)C)C=CC(=N2)C=2C=C(C=CC2)C#C[C@](C)(O)C=2SC=C(N2)C(F)(F)F (S)-4-(3-(4-Amino-2-methylpyrido[3,2-d]pyrimidin-6-yl)phenyl)-2-(4-(trifluoromethyl)thiazol-2-yl)but-3-yn-2-ol